beryllium edetate C(N(CC(=O)[O-])CC(=O)[O-])CN(CC(=O)[O-])CC(=O)[O-].[Be+2].[Be+2]